4-(5-((2-chlorophenyl)amino)-1H-pyrazolo[3,4-c]pyridin-1-yl)-N-(oxetan-3-yl)thiophene-2-carboxamide ClC1=C(C=CC=C1)NC=1C=C2C(=CN1)N(N=C2)C=2C=C(SC2)C(=O)NC2COC2